tert-butyl 3-methyl-5-(4-(trifluoromethyl)phenyl)-2,3-dihydro-4H-1,4-oxazine-4-carboxylate CC1COC=C(N1C(=O)OC(C)(C)C)C1=CC=C(C=C1)C(F)(F)F